1-(2-(4-(2,2-difluorocyclobutyl)-2-hydroxyphenyl)-2,3,4,5,5a,6,8,9-octahydro-7H-1,2,5,7-tetraazabenzo[cd]azulen-7-yl)prop-2-en-1-one FC1(C(CC1)C1=CC(=C(C=C1)N1N=C2CCN(CC3C2=C1CCN3)C(C=C)=O)O)F